8-thia-2-azaspiro[4.5]decane-2-carboxylic acid tert-butyl ester 8,8-dioxide C(C)(C)(C)OC(=O)N1CC2(CC1)CCS(CC2)(=O)=O